2-((2-(((3-(3-Amino-6-methoxypyridin-2-yl)propyl)(tert-butoxycarbonyl)-amino)methyl)-3-chloro-4-fluorophenyl)amino)-4,5-difluorobenzoic acid NC=1C(=NC(=CC1)OC)CCCN(C(=O)OC(C)(C)C)CC1=C(C=CC(=C1Cl)F)NC1=C(C(=O)O)C=C(C(=C1)F)F